3-(6-(4-methylpiperazin-1-yl)pyridin-3-yl)-4,6-dihydropyrrolo[3,4-c]pyrazole-5(1H)-carbonitrile CN1CCN(CC1)C1=CC=C(C=N1)C=1C2=C(NN1)CN(C2)C#N